Methyl 2-(((S)-3-cyclopropyl-2-(2-((S)-1-(2,3-difluorobenzyl)-5-thioxopyrrolidin-2-yl)acetamido)propanoyl)thio)acetate C1(CC1)C[C@@H](C(=O)SCC(=O)OC)NC(C[C@H]1N(C(CC1)=S)CC1=C(C(=CC=C1)F)F)=O